CC1=C(N)C(=CC=C1)C=1OC=CN1 2-Methyl-6-(oxazol-2-yl)aniline